FC(C(=O)O)(F)F.FC(C(=O)O)(F)F.NC1=CC=C(C(=N1)C)CNC([C@H](C)NC(=O)[C@@H]1NC[C@H](C1)CC=1C=C(C=CC1)C1=CC=C(C=C1)F)=O (2R,4S)-N-((S)-1-(((6-amino-2-methylpyridin-3-yl)methyl)amino)-1-oxopropan-2-yl)-4-((4'-fluoro-[1,1'-biphenyl]-3-yl)methyl)pyrrolidine-2-carboxamide bis-trifluoroacetate